(S)-4-(sec-butylamino)-2-((2-methoxy-4-(morpholinosulfonyl)phenyl)amino)-7H-pyrrolo[2,3-d]pyrimidine-5-carbonitrile [C@H](C)(CC)NC=1C2=C(N=C(N1)NC1=C(C=C(C=C1)S(=O)(=O)N1CCOCC1)OC)NC=C2C#N